Methyl 5-(3-cyclopropoxyphenyl)-1-(1-methyl-1H-indazol-4-yl)-1H-pyrazole-3-carboxylate C1(CC1)OC=1C=C(C=CC1)C1=CC(=NN1C1=C2C=NN(C2=CC=C1)C)C(=O)OC